N1N=NN=C1N(N)CCCO 3-(1-(1H-tetrazol-5-yl)hydrazino)propan-1-ol